deoxy-5'-O-[(tert-butyl)-diphenylsilyl]Adenosine C(C)(C)(C)[Si](OC[C@@H]1[C@H](C[C@@H](O1)N1C=NC=2C(N)=NC=NC12)O)(C1=CC=CC=C1)C1=CC=CC=C1